6H-[1,4]thiazepino[2,3,4-ij]quinazolin-6-one S1CC=CN2C(N=CC3=CC=CC1=C23)=O